O=C1N(CC2=NC(=CC=C21)NCC2=CC(=C(C(=C2)F)F)F)CCNC(C)=O N-(2-(5-oxo-2-((3,4,5-trifluorobenzyl)amino)-5,7-dihydro-6H-pyrrolo[3,4-b]pyridin-6-yl)ethyl)acetamide